methyl 5-{[3-(trifluoromethyl)phenoxy]methyl}pyridine-2-carboxylate FC(C=1C=C(OCC=2C=CC(=NC2)C(=O)OC)C=CC1)(F)F